tert-butyl-5-bromo-2-(4-isopropylpiperidin-1-yl)-4-methylpyrimidine C(C)(C)(C)C1=C(C(=NC(=N1)N1CCC(CC1)C(C)C)C)Br